1-(6-Hydroxy-5-(trifluoromethyl)pyridin-3-yl)propan-2-yl(4-nitrophenyl) carbonate C(OC1=C(C=C(C=C1)[N+](=O)[O-])C(CC=1C=NC(=C(C1)C(F)(F)F)O)C)([O-])=O